Tributyl-Tin C(CCC)[Sn](CCCC)CCCC